4-((5-chloro-7-(2-((5-fluoro-3-isopropyl-2,6-dioxo-3,6-dihydropyrimidin-1(2H)-yl)methyl)thieno[3,2-b]pyridin-7-yl)-1H-indol-1-yl)methyl)piperidine-4-carbonitrile ClC=1C=C2C=CN(C2=C(C1)C1=C2C(=NC=C1)C=C(S2)CN2C(N(C=C(C2=O)F)C(C)C)=O)CC2(CCNCC2)C#N